C1(=CC=C(C=C1)CCC1=C2C(N(C(=NC2=CC=C1)C)C1C(N(C(CC1)=O)C(=O)OC(C)(C)C)=O)=O)CCC1=C2C(N(C(=NC2=CC=C1)C)C1C(N(C(CC1)=O)C(=O)OC(C)(C)C)=O)=O di-tert-butyl 3,3'-((1,4-phenylenebis(ethane-2,1-diyl))bis(2-methyl-4-oxoquinazoline-5,3(4H)-diyl))bis(2,6-dioxopiperidine-1-carboxylate)